CN1N=C(C2=CC=CC=C12)C1=CCC(CC1)CC(=O)OCC ethyl 2-(4-(1-methyl-1H-indazol-3-yl)cyclohex-3-en-1-yl)acetate